BrC=1C=C(C=CC1)CC1(CCN(CC1)C(=O)OC(C)(C)C)C(=O)OC(C)(C)C 1,4-di-tert-butyl 4-[(3-bromophenyl)methyl]piperidine-1,4-dicarboxylate